C(C)[N+]1=CNC=C1 3-ethylimidazolium